4-cyclobutyl-5-(3,3-difluorocyclobutyl)-1-methyl-1H-pyrazol-3-amine C1(CCC1)C=1C(=NN(C1C1CC(C1)(F)F)C)N